C1(CC1)Br.[Mg] Magnesium (cyclopropyl) bromide